2-(2-chloro-4-(2-(4-methylpiperazin-1-yl)ethoxy)phenyl)-1-(2-chloro-6-fluoro-3-methylbenzyl)-5-isopropoxy-1H-benzo[d]imidazole ClC1=C(C=CC(=C1)OCCN1CCN(CC1)C)C1=NC2=C(N1CC1=C(C(=CC=C1F)C)Cl)C=CC(=C2)OC(C)C